BrC=1C=C(C=CC1)C1(CC(C1)=C)C#N 1-(3-bromophenyl)-3-methylenecyclobutanecarbonitrile